ClC=1C=NC=C(C1[C@@H](C)OC=1C=C2C(=NNC2=CC1)C1=CC=C(N=N1)N1CC(C1)(N)CC1=NN(C=C1)C)Cl (R)-1-(6-(5-(1-(3,5-dichloropyridin-4-yl)ethoxy)-1H-indazol-3-yl)pyridazin-3-yl)-3-((1-methyl-1H-pyrazol-3-yl)methyl)azetidin-3-amine